2,5-di-tert-butyl-benzoquinone C(C)(C)(C)C=1C(C=C(C(C1)=O)C(C)(C)C)=O